(R)-N-(1-(3-amino-5-(trifluoromethyl)phenyl)ethyl)-2-cyclopropyl-6,7-dimethoxyquinazoline NC=1C=C(C=C(C1)C(F)(F)F)C(C)N1[C@H](N=CC2=CC(=C(C=C12)OC)OC)C1CC1